NC=1C(=NC(=CC1C(=O)O)Cl)C=1C=NC=CC1 3-amino-6-chloro-[2,3'-bipyridine]-4-Carboxylic acid